C(C)OC(C=CC1=CC=C(C=C1)OC)=O ethyl-p-methoxycinnamate